tert-butyl (S)-(3-cyclopropyl-1-(methoxy(methyl)amino)-1-oxopropan-2-yl)carbamate C1(CC1)C[C@@H](C(=O)N(C)OC)NC(OC(C)(C)C)=O